2,6-diaminobenzo[1,2-b:4,5-b']difuran-3,7-dicarbonitrile NC1=C(C=2C(O1)=CC1=C(OC(=C1C#N)N)C2)C#N